perbenzoic acid-tert-butyl ester C(C)(C)(C)OOC(C1=CC=CC=C1)=O